C(#N)C1(CN(CCC1)C(=O)OC(C)(C)C)C(\C=C\N(C)C)=O tert-butyl (E)-3-cyano-3-(3-(dimethylamino)acryloyl)piperidine-1-carboxylate